(S)-3-amino-4-(2,4,5-trifluorophenyl)butanoic acid N[C@H](CC(=O)O)CC1=C(C=C(C(=C1)F)F)F